C(C)(C)(C)C1(N(C(C2=CC(=CC=C12)Br)=O)C(=O)OCCCCCCSC1=CC=NC2=CC(=CC=C12)C(F)(F)F)CC(=O)OC 6-((7-(trifluoromethyl)quinolin-4-yl)thio)hexan-1-ol tert-butyl-5-bromo-1-(2-methoxy-2-oxoethyl)-3-oxoisoindoline-2-carboxylate